di(isopropoxy) bis(ethylacetoacetate) titanium [Ti].C(C)CC(CC(=O)OOC(C)C)=O.C(C)CC(CC(=O)OOC(C)C)=O